NCCNCCC[Si](OC)(OC)C N-(beta-aminoethyl)gamma-aminopropylmethyldimethoxy-silane